C(CC[NH3+])C[C@H](C(=O)[O-])[NH3+] The molecule is an optically active form of lysinium having D-configuration. It has a role as a bacterial metabolite and a fungal metabolite. It is a conjugate base of a D-lysinium(2+). It is a conjugate acid of a D-lysine. It is an enantiomer of a L-lysinium(1+).